7,8-dihydro-6,9-dioxa-2,2a,5-triazabenzo[cd]azulene-4-carboxylic acid C1=NN2C=3C(OCCOC13)=NC(=C2)C(=O)O